ClC=1C=C(C=CC1OCC1CC1)C1=CC(=CN=N1)C(=O)NCC1=C(C=CC=C1)C 6-[3-chloro-4-(cyclopropylmethoxy)phenyl]-N-(o-tolylmethyl)pyridazine-4-carboxamide